The molecule is an inositol phosphomannosylinositol phosphoceramide compound having an inositol 1-phosphoryl group linked to the mannose residue (at the 6-position) and a hexacosanoyl group amide-linked to a C18 sphinganine base, with no hydroxylation at C-4 of the long-chain base and hydroxylation at C2 of the C26 very-long-chain fatty acid. It has a role as a Saccharomyces cerevisiae metabolite. It derives from a Man-1-2-Ins-1-P-Cer(d18:0/2-OH-26:0). It is a conjugate acid of an Ins-1-P-6-Man-1-2-Ins-1-P-Cer(d18:0/2-OH-26:0)(2-). CCCCCCCCCCCCCCCCCCCCCCCCC(C(=O)N[C@@H](COP(=O)(O)O[C@@H]1[C@@H]([C@@H]([C@H]([C@@H]([C@H]1OC2[C@H]([C@H]([C@@H]([C@H](O2)COP(=O)(O)OC3[C@@H]([C@H](C([C@H]([C@H]3O)O)O)O)O)O)O)O)O)O)O)O)[C@@H](CCCCCCCCCCCCCCC)O)O